heptadecane-9-yl-8-((2-hydroxyethyl)(6-oxo-6-(undecyloxy)hexyl)amino)octanoic acid CCCCCCCCC(CCCCCCCC)C(C(=O)O)CCCCCCN(CCCCCC(OCCCCCCCCCCC)=O)CCO